F\C(=C/C)\C=1C(=CC(=NC1)NC(=O)C1CC1)NC1=NN(C2=CC=C(C(=C12)OC)C(C(F)(F)F)O)C (Z)-N-(5-(1-fluoroprop-1-en-1-yl)-4-((4-methoxy-1-methyl-5-(2,2,2-trifluoro-1-hydroxyethyl)-1H-indazol-3-yl)amino)pyridin-2-yl)cyclopropanecarboxamide